3-(5-((4-((4-(4-fluorophenyl)piperazin-1-yl)methyl)benzyl)amino)-2-methyl-4-oxoquinazolin-3(4H)-yl)piperidine-2,6-dione FC1=CC=C(C=C1)N1CCN(CC1)CC1=CC=C(CNC2=C3C(N(C(=NC3=CC=C2)C)C2C(NC(CC2)=O)=O)=O)C=C1